C(C)(C)(C)OC(=O)N1[C@@H]([C@@H](CC1=O)O)C (2R,3R)-3-hydroxy-2-methyl-5-oxopyrrolidine-1-carboxylic acid tert-butyl ester